N-benzyl-4-toluenesulfonamide C(C1=CC=CC=C1)NS(=O)(=O)C1=CC=C(C)C=C1